FC(OC=1C=CC=C(C(=O)NC23CCC(CC2)(CC3)C(F)(F)F)C1)(F)F 5-(trifluoromethoxy)-N-(4-(trifluoromethyl)bicyclo[2.2.2]octan-1-yl)benzamide